5-((4-Aminocyclohexyl)methyl)-3-(butylamino)-8-((4-methylpiperazin-1-yl)methyl)pyrimido[4,5-c]isoquinolin-6(5H)-one NC1CCC(CC1)CN1C(C=2C=C(C=CC2C2=C1N=C(N=C2)NCCCC)CN2CCN(CC2)C)=O